copper-silver-silicon [Si].[Ag].[Cu]